C[C@H]1CC[C@H](CN1)OC=1C=C2CN(C(C2=CC1)=O)C1C(NC(CC1)=O)=O 3-(5-(((3R,6S)-6-methylpiperidin-3-yl)oxy)-1-oxoisoindolin-2-yl)piperidine-2,6-dione